N-(1-methyl-5-(((E)-3-(methylamino)-3-(methylimino)propyl)carbamoyl)-1H-pyrrol-3-yl)-1H-pyrrole-2-carboxamide CN1C=C(C=C1C(NCC\C(=N/C)\NC)=O)NC(=O)C=1NC=CC1